CC1(C(N(C=2C1=NC=C(C2)[C@@H]2[C@H](C2)C=2C=1N(N=C(C2)C=2C(NC(NC2)=O)=O)C(=CN1)F)CC(F)(F)F)=O)C 5-(8-((1S,2S)-2-(3,3-dimethyl-2-oxo-1-(2,2,2-trifluoroethyl)-2,3-dihydro-1H-pyrrolo[3,2-b]pyridin-6-yl)cyclopropyl)-3-fluoroimidazo[1,2-b]pyridazin-6-yl)pyrimidine-2,4(1H,3H)-dione